methyl (E)-3-(3-fluoro-4-nitrophenyl)acrylate FC=1C=C(C=CC1[N+](=O)[O-])/C=C/C(=O)OC